2-bromo-1,1-dimethoxybenzene BrC1C(C=CC=C1)(OC)OC